C1(=CC=CC=C1)CCC[C@H](NC([C@@H](CC1=NC=CC=C1)NC(=O)C1=NC=CN=C1)=O)B(O)O ((R)-4-phenyl-1-((R)-2-(pyrazine-2-carboxamido)-3-(pyridin-2-yl)propanamido)butyl)boronic acid